(S)-2-((S)-1-((S)-2-cyclohexyl-2-((S)-2-(methylamino)propanamido)acetyl)pyrrolidine-2-carboxamido)-3,3-diphenylpropanoic acid C1(CCCCC1)[C@@H](C(=O)N1[C@@H](CCC1)C(=O)N[C@H](C(=O)O)C(C1=CC=CC=C1)C1=CC=CC=C1)NC([C@H](C)NC)=O